di(undecyl) phosphate P(=O)(OCCCCCCCCCCC)(OCCCCCCCCCCC)[O-]